OCCC#CC1=CC2=C(OC[C@@H](C(N2C)=O)NC(C(=O)N[C@@H](CC2=CC=CC=C2)C)=O)C=C1 N1-((S)-7-(4-hydroxybut-1-yn-1-yl)-5-methyl-4-oxo-2,3,4,5-tetrahydrobenzo[b][1,4]oxazepin-3-yl)-N2-((R)-1-phenylpropan-2-yl)oxalamide